C(C1=C(C(=O)[O-])C(C(=O)[O-])=CC=C1)(=O)[O-] hemimellitate